F[C@@H]1[C@@H](C1)C(=O)NC1=NC=C2C=C(N3C(C2=C1)=CC=N3)C=3C=NC(=CC3C)[C@@H](CC)O (1S,2S)-2-fluoro-N-(5-(6-((R)-1-hydroxypropyl)-4-methylpyridin-3-yl)pyrazolo[5,1-a][2,6]naphthyridin-9-yl)cyclopropane-1-carboxamide